ClC1=CC=C2C(=CC(=NC2=C1)C1=CC=C(C=C1)C(=O)N1CCCC1)CN1CCOCC1 (4-(7-chloro-4-(morpholinomethyl)quinolin-2-yl)phenyl)(pyrrolidin-1-yl)methanone